1-Pentyl-2-propylpyrrolium methansulfonat CS(=O)(=O)[O-].C(CCCC)[NH+]1C(=CC=C1)CCC